(R)-1-(7-(4-chlorobenzoyl)-8-Methyl-3-(3-methyl-1,2,4-thiadiazol-5-yl)-5,6,7,8-tetrahydroimidazo[1,5-a]pyrazine-1-yl)pyrrolidin-2-one ClC1=CC=C(C(=O)N2[C@@H](C=3N(CC2)C(=NC3N3C(CCC3)=O)C3=NC(=NS3)C)C)C=C1